FC1=C(C(=C(C(=C1F)F)F)OCC1=CC=C(C=C1)[N+](=O)[O-])S(=O)(=O)N(C)C 2,3,4,5-tetrafluoro-N,N-dimethyl-6-((4-nitrobenzyl)oxy)benzenesulfonamide